6-(Azetidin-1-yl)-N-(3-ethoxybenzene-1-sulfonyl)-4-fluoro-1-benzofuran-2-carboxamide N1(CCC1)C1=CC2=C(C=C(O2)C(=O)NS(=O)(=O)C2=CC(=CC=C2)OCC)C(=C1)F